tert-butyl (3-((4-(3-bromophenyl)thiazol-2-yl)amino)-3-oxoprop-1-en-2-yl)carbamate BrC=1C=C(C=CC1)C=1N=C(SC1)NC(C(=C)NC(OC(C)(C)C)=O)=O